C(C)OC(CC1O[C@@H]([C@@]([C@@H]1CC(=O)OCC)(O)C1CC1)COC(C1=CC=CC=C1)=O)=O (3R,4R,5R)-5-((benzoyloxy)methyl)-4-cyclopropyl-4-hydroxytetrahydrofuran-2,3-diacetic acid diethyl ester